6,7-dichloro-3-(1H-pyrazol-4-yl)-2-(5-(trifluoromethyl)-1H-1,2,4-triazol-3-yl)-1H-indole ClC1=CC=C2C(=C(NC2=C1Cl)C1=NNC(=N1)C(F)(F)F)C=1C=NNC1